(S)-N-(1-amino-3-hydroxy-1-oxopropan-2-yl)-5-((2-(difluoromethyl)pyridin-3-yl)methoxy)-2-methylbenzofuran-3-carboxamide NC([C@H](CO)NC(=O)C1=C(OC2=C1C=C(C=C2)OCC=2C(=NC=CC2)C(F)F)C)=O